20-(oxan-2-yl)-3,9,15-trioxa-4,11,20,21-tetraazatetracyclo[14.5.2.12,5.019,22]tetracosa-1(21),2(24),4,16(23),17,19(22)-hexaen-10-one O1C(CCCC1)N1C=2C=CC=3OCCCNC(OCCCC4=NOC(C(=N1)C2C3)=C4)=O